1,1,1,3,3,3-hexafluoro-2-(2-fluoro-4'-((4-(pyridin-4-ylmethyl)piperazin-1-yl)methyl)-[1,1'-biphenyl]-4-yl)propan-2-ol FC(C(C(F)(F)F)(O)C1=CC(=C(C=C1)C1=CC=C(C=C1)CN1CCN(CC1)CC1=CC=NC=C1)F)(F)F